(S)-4-((2,2-difluoroethyl)(4-(5,6,7,8-tetrahydro-1,8-naphthyridin-2-yl)butyl)amino)-2-((5-fluoropyrimidin-2-yl)amino)butanoic acid FC(CN(CC[C@@H](C(=O)O)NC1=NC=C(C=N1)F)CCCCC1=NC=2NCCCC2C=C1)F